2-[(4-chlorophenyl)methyl]-2-azaspiro[3.3]heptan-6-yl (2R)-2-methyl-4-[5-(trifluoromethyl)pyrimidin-2-yl]piperazine-1-carboxylate C[C@H]1N(CCN(C1)C1=NC=C(C=N1)C(F)(F)F)C(=O)OC1CC2(CN(C2)CC2=CC=C(C=C2)Cl)C1